ClC1=CC=C(CNC(=O)C2=NC=C3N2CCN(C3=O)CC3(CC3)S(=O)(=O)C(COC3OCCCC3)(C)C)C=C1 N-(4-chlorobenzyl)-7-((1-((2-methyl-1-((tetrahydro-2H-pyran-2-yl)oxy)propan-2-yl)sulfonyl)cyclopropyl)methyl)-8-oxo-5,6,7,8-tetrahydroimidazo[1,5-a]pyrazine-3-carboxamide